C1(CCCCCCCCC1)OC1CCCCCCCCC1 monocyclodecyl ether